C(C)N(CCN1CCN(CCC1)C1=C(C=NC2=CC=C(C=C12)C(=O)OCC)S(=O)(=O)C1=CC=C(C=C1)OC)CC ethyl 4-(4-(2-(diethylamino)ethyl)-1,4-diazepan-1-yl)-3-((4-methoxyphenyl)sulfonyl)quinoline-6-carboxylate